N(N)C1=NC=C(C=C1)[Si](C)(C)C 2-Hydrazinyl-5-(trimethylsilyl)pyridine